(1R,3R,5S)-8-[5-(5-fluoro-2-methoxypyridin-4-yl)-1H-pyrazole-3-carbonyl]-8-azabicyclo[3.2.1]octane-3-carboxylic acid FC=1C(=CC(=NC1)OC)C1=CC(=NN1)C(=O)N1[C@H]2CC(C[C@@H]1CC2)C(=O)O